COC1=C(C=CC=C1)C1=NN2C(=NC=3C=CC=CC3C2=N1)NC=1C(N=CC=CC1)=O (3R)-3-{[2-(2-methoxyphenyl)[1,2,4]triazolo[1,5-c]quinazolin-5-yl]amino}azepin-2-one